C(C)(C)(C)OC(=O)N1C[C@@H](N(CC1)CCN1CC(C1)OCCOC=1C=C2C(N(C(C2=CC1)=O)C1C(NC(CC1)=O)=O)=O)C (3S)-4-[2-[3-[2-[2-(2,6-dioxo-3-piperidinyl)-1,3-dioxo-isoindol-5-yl]oxyethoxy]azetidin-1-yl]ethyl]-3-methyl-piperazine-1-carboxylic acid tert-butyl ester